C12CCC(CC1)N2C2=C(C=C(C(=O)NC1=C(C=C(C=C1)F)CC(=O)OC(C)(C)C)C=C2)NC(=O)C2=NN(C1=CC=CC=C21)CC(F)(F)F tert-butyl 2-(2-(4-((1s,4s)-7-azabicyclo[2.2.1]heptan-7-yl)-3-(1-(2,2,2-trifluoroethyl)-1H-indazole-3-carboxamido) benzamido)-5-fluorophenyl)acetate